I.C(#N)C(=CC1=CC=C(S1)C1=CC=C(C(=N)N)C=C1)C#N 4-(5-(2,2-dicyanovinyl)thiophen-2-yl)benzamidine hydroiodic acid salt